C1(CC1)OC1=C(C=CC(=C1)F)C(=O)N1CC2(C1)CC(C2)N2N=C(C(=C2)C)C2=C(C=CC=C2)F (2-cyclopropoxy-4-fluorophenyl){6-[3-(o-fluorophenyl)-4-methyl-1-pyrazolyl]-2-aza-2-spiro[3.3]heptyl}methanone